2-((Ethyl-(methyl)amino)methyl)-4-nitrophenol C(C)N(C)CC1=C(C=CC(=C1)[N+](=O)[O-])O